(S)-3-((6-chloro-4-(pyridin-3-ylmethyl)pyridin-2-yl)amino)piperidine-1-carboxylic acid tert-butyl ester C(C)(C)(C)OC(=O)N1C[C@H](CCC1)NC1=NC(=CC(=C1)CC=1C=NC=CC1)Cl